3-cyclohexyl-3-(1H-pyrazol-1-yl)propan-1-ol C1(CCCCC1)C(CCO)N1N=CC=C1